C(=CC)C1=CC=CC=C1 1-propenyl-benzene